NC1=CC=C(C=C1)N1CCN(CC1)CCO 2-(4-(4-aminophenyl)piperazin-1-yl)ethan-1-ol